FC=1C=C(C=C2CCN(CC12)C1=CC(=CC=C1)OC1=CC=CC=C1)CCC(=O)O 3-(8-fluoro-2-(3-phenoxyphenyl)-1,2,3,4-tetrahydroisoquinolin-6-yl)propionic acid